2-(1-hydroxyethyl)benzonitrile OC(C)C1=C(C#N)C=CC=C1